2-[[1-(difluoromethyl)pyrazol-4-yl]methyl]-2,6-diazaspiro[3.3]heptane FC(N1N=CC(=C1)CN1CC2(C1)CNC2)F